NC[C@@H]1C[C@H](C1)NC(OC(C)(C)C)=O trans-tert-butyl (3-(aminomethyl)cyclobutyl)carbamate